CN1N=CC(=C1)S(=O)(=O)NC1=NC(=C(C(=N1)OC1=C(C=CC=C1)C)CCC)C1=C(C=CC=C1)C 1-methyl-N-[4-(2-methylphenoxy)-6-(o-tolyl)-5-propyl-pyrimidin-2-yl]pyrazole-4-sulfonamide